6-vinyl-3,4-dihydroisoquinoline C(=C)C=1C=C2CCN=CC2=CC1